CC(C)NC(=O)C=1C2=CN(N=C2C=CC1)C=1C=NC=CC1 N-(1-methyl-ethyl)-2-(3-pyridinyl)-2H-indazole-4-carboxamide